Ethyl 4-methyl-1-(oxetan-3-yl)-5-(2-(trifluoromethyl) phenyl)-1H-pyrrole-3-carboxylate CC=1C(=CN(C1C1=C(C=CC=C1)C(F)(F)F)C1COC1)C(=O)OCC